C1(CC1)C1=CC(=CC(=N1)C=1OC2=C(N1)C=C(C=C2C)C(C(=O)OC)(C)C)C2=C(C=C(C=C2)F)C2=NN=CN2C Methyl 2-(2-{6-cyclopropyl-4-[4-fluoro-2-(4-methyl-1,2,4-triazol-3-yl)phenyl]pyridin-2-yl}-7-methyl-1,3-benzoxazol-5-yl)-2-methylpropanoate